C(=O)(O)C1=CC=C(C=C1)NC(C(CC1CCC(CC1)O)C1=[N+](C=C(C=C1)C1=C(C(=CC=C1OC(F)F)Cl)F)[O-])=O 2-(1-((4-carboxyphenyl)amino)-3-(4-hydroxycyclohexyl)-1-oxopropan-2-yl)-5-(3-chloro-6-(difluoromethoxy)-2-fluorophenyl)pyridine 1-oxide